7-fluoro-8-methyl-3-[1-(2,2,3,3,3-pentafluoropropyl)-1H-pyrazol-4-yl]-2-(trifluoromethyl)-4H-pyrido[1,2-a]pyrimidin-4-one FC=1C(=CC=2N(C(C(=C(N2)C(F)(F)F)C=2C=NN(C2)CC(C(F)(F)F)(F)F)=O)C1)C